COC1=CC=C(C=C1)C(OCCC(C)SSCCCO)(C1=CC=CC=C1)C1=CC=C(C=C1)OC 3-((4-(bis(4-methoxyphenyl)(phenyl)methoxy)butan-2-yl)disulfanyl)propan-1-ol